5-(2-(6-Fluoro-7-methoxy-1-(trifluoromethyl)-9H-pyrido[3,4-b]indol-9-yl)ethyl)hexahydro-1H-furo[3,4-c]pyrrole Hydrochloride Salt Cl.FC=1C=C2C3=C(N(C2=CC1OC)CCN1CC2C(C1)COC2)C(=NC=C3)C(F)(F)F